OC1=C(C=CC(=C1)C)C1=NN=C(C2=CC=CC=C12)N([C@H]1CN(CCC1)C(=O)OC(C)(C)C)C tert-butyl (R)-3-((4-(2-hydroxy-4-methylphenyl)phthalazin-1-yl)(methyl)amino)piperidine-1-carboxylate